ClC1=CC=C(C(=O)C2=CC=C(C=C2)Cl)C=C1 4,4'-Dichlorobenzophenone